methyl (Z)-[4-[3-(4-iodophenyl)-3-(4-methylsulfanylphenyl)allyloxy]-2-methylphenoxy]acetate IC1=CC=C(C=C1)\C(=C/COC1=CC(=C(OCC(=O)OC)C=C1)C)\C1=CC=C(C=C1)SC